CSC1=NC=C(C=N1)C(C(=O)O)CCC#C (2-(methylthio)pyrimidin-5-yl)hex-5-ynoic acid